FC(C1=NN=C(O1)C=1C=CC(=NC1)CN1C(N(C2=C1C=CC(=C2)F)C2CCN(CC2)C(=O)OC(C)(C)C)=O)F tert-butyl 4-(3-((5-(5-(difluoromethyl)-1,3,4-oxadiazole-2-yl)pyridine-2-yl)methyl)-6-fluoro-2-oxo-2,3-dihydro-1H-benzo[d]imidazole-1-yl)piperidine-1-carboxylate